C(C)(C)(C)C1=NSC(=N1)N 3-(tert-butyl)-1,2,4-thiadiazol-5-amine